2-fluoro-9-(3-nitrobenzyl)-9H-purine-6-amine FC1=NC(=C2N=CN(C2=N1)CC1=CC(=CC=C1)[N+](=O)[O-])N